N-[4-(phenanthren-9-yl)phenyl]naphthalen-1-amine C1=CC=CC=2C3=CC=CC=C3C(=CC12)C1=CC=C(C=C1)NC1=CC=CC2=CC=CC=C12